2-{1-[2-(4-chloro-phenoxy)-3-methyl-butoxyimino]-propyl}-5-(2-ethylsulfanyl-propyl)-3-hydroxy-cyclohex-2-enone ClC1=CC=C(OC(CON=C(CC)C=2C(CC(CC2O)CC(C)SCC)=O)C(C)C)C=C1